FC(COC1=CC=C(C=C1)C1=C(C(=NC(=C1C#N)SCC=1C=NC=CC1)N1CC(C1)F)C#N)F 4-(4-(2,2-difluoroethoxy)phenyl)-2-(3-fluoroazetidin-1-yl)-6-((pyridin-3-ylmethyl)thio)pyridine-3,5-dicarbonitrile